ClC=1C(=C(NC2(CCC3(C(=CC4=CC=5OCOC5C=C34)C[C@H](COCC3=CC=C(C=C3)OC)C)CC2)C(=O)OC)C=CC1)C methyl (1r,4R)-4-(3-chloro-2-methylanilino)-6'-{(2R)-3-[(4-methoxyphenyl)methoxy]-2-methylpropyl}-2'H-spiro[cyclohexane-1,5'-indeno[5,6-d][1,3]dioxole]-4-carboxylate